SCCSCCSCCSCCC 1,4,7,10-tetrathiatridecane